3-(2-(2-(2,5-dioxo-3,4-bis(phenylthio)-2,5-dihydro-1H-pyrrol-1-yl)ethoxyethoxy)propanamido)-4-oxobutanoic acid O=C1N(C(C(=C1SC1=CC=CC=C1)SC1=CC=CC=C1)=O)CCOCCOC(C(=O)NC(CC(=O)O)C=O)C